C1(=CC=CC=C1)S(=O)(=O)N1C=CC2=NC(=CC=C21)C(=O)OC Methyl 1-(benzenesulfonyl)-1H-pyrrolo[3,2-b]pyridine-5-carboxylate